Ethylenebis(oxyethylene)bis-(3-(5-tert-butyl-4-hydroxy-m-tolyl)propionate) C(COCCC(C(=O)[O-])CC=1C=C(C=C(C1O)C(C)(C)C)C)OCCC(C(=O)[O-])CC=1C=C(C=C(C1O)C(C)(C)C)C